(((R)-1-(4-(2-Chloro-6-((dimethylamino)methyl)phenyl)thiophen-2-yl)ethyl)amino)-7-methoxy-2-methylquinoline ClC1=C(C(=CC=C1)CN(C)C)C=1C=C(SC1)[C@@H](C)NC=1C(=NC2=CC(=CC=C2C1)OC)C